(difluoro(2-(((3S,6S,9aS)-3-(3-(3-methylpyridin-2-yl)azetidine-1-carbonyl)-5-oxooctahydro-1H-pyrrolo[1,2-a]azepin-6-yl)carbamoyl)benzo[b]thiophen-5-yl)methyl)phosphonic acid FC(C1=CC2=C(SC(=C2)C(N[C@H]2CCC[C@@H]3N(C2=O)[C@@H](CC3)C(=O)N3CC(C3)C3=NC=CC=C3C)=O)C=C1)(F)P(O)(O)=O